OC=1C=C(C=C(C1O)[N+](=O)[O-])\C(=C(/C#N)\C1=NC=NC=C1)\O (E)-3-(3,4-dihydroxy-5-nitrophenyl)-3-hydroxy-2-(pyrimidin-4-yl)acrylonitrile